C(C)O/C=C(/C(C(F)F)=O)\C (E)-4-ethoxy-1,1-difluoro-3-methyl-but-3-en-2-one